BrC1=C(C=C(C(=C1)Cl)C(F)(F)F)OCC=C 1-bromo-5-chloro-2-(prop-2-en-1-yloxy)-4-(trifluoromethyl)benzene